(2S,3S,4R,5R)-5-(2-(5-fluoropyridin-3-yl)-6-(((6-methylpyridin-2-yl)methyl)amino)-9H-purine-9-yl)-3,4-dihydroxy-N-methyltetrahydrofuran-2-carboxamide FC=1C=C(C=NC1)C1=NC(=C2N=CN(C2=N1)[C@H]1[C@@H]([C@@H]([C@H](O1)C(=O)NC)O)O)NCC1=NC(=CC=C1)C